tert-butyl (1R,3s,5S)-3-(7-chloro-2,3-dioxo-2,3-dihydropyrido[2,3-b]pyrazine-4(1H)-yl)-8-azabicyclo[3.2.1]octane-8-carboxylate ClC1=CC2=C(N(C(C(N2)=O)=O)C2C[C@H]3CC[C@@H](C2)N3C(=O)OC(C)(C)C)N=C1